2-fluoro-3-(pyridin-2-yl)prop-2-en-1-one FC(C=O)=CC1=NC=CC=C1